C(C)OC(C(=O)C1=CC=CC=C1)OCC 2,2-Diethoxy-1-phenylethanon